FC(C1=CC=C(C=C1)C1=C(CCCC2=C1C=CC(=C2)C(=O)O)C2=C(C(=CC=C2)F)C)(C2CN(C2)CCCF)F 9-(4-(difluoro(1-(3-fluoropropyl)azetidin-3-yl)methyl)phenyl)-8-(3-fluoro-2-methylphenyl)-6,7-dihydro-5H-benzo[7]annulene-3-carboxylic acid